N,N-diethyl diethylenetriamine benzyl tert-butyl ((1R,4R)-2,2-difluorocyclohexane-1,4-diyl)dicarbamate FC1([C@@H](CC[C@H](C1)NC(OC(C)(C)C)=O)NC(OCC1=CC=CC=C1)=O)F.C(C)N(CCNCCN)CC